C(#N)[C@H](CC1=CC=C(C=C1)C=1C=CC2=C(N(C(CS2)=O)C)C1)NC(=O)[C@H]1OCCCNC1 (2S)-N-{(1S)-1-cyano-2-[4-(4-methyl-3-oxo-3,4-dihydro-2H-1,4-benzothiazin-6-yl)phenyl]ethyl}-1,4-oxaazepan-2-carboxamide